2-{4,5-dihydro-4-methyl-4-(1-methylethyl)-5-oxo-1H-imidazol-2-yl}-5-ethyl-3-pyridinecarboxylic acid CC1(N=C(NC1=O)C1=NC=C(C=C1C(=O)O)CC)C(C)C